COC(=O)C=1C(N(C2=CC(=CC=C2C1N)C(F)(F)F)C1=CC=C(C=C1)CO)=O 4-amino-2-oxo-1-(4-(hydroxymethyl)phenyl)-7-(trifluoromethyl)-1,2-dihydroquinoline-3-carboxylic acid methyl ester